BrC1=C(C=C(C(=C1)F)OC=C)[N+](=O)[O-] 1-bromo-5-fluoro-2-nitro-4-(vinyloxy)benzene